Cl.N[C@@H]1CN(CC1)C=1C=2N(C=C(C1)C=1C=NN(C1)C)N=CC2C#N (S)-4-(3-aminopyrrolidin-1-yl)-6-(1-methyl-1H-pyrazol-4-yl)pyrazolo[1,5-a]pyridine-3-carbonitrile hydrochloride